ClCC[C@H]1C(N[C@]2(C(O[C@@]12C)=O)[C@@H](O)[C@@H]1C=CCCC1)=O (1R,4R,5S)-4-(2-CHLORoETHYL)-1-((S)-((S)-CYCLOHEX-2-EN-1-YL)(HYDROXY)METHYL)-5-METHYL-6-OXA-2-AZABICYCLO[3.2.0]HEPTAN-3,7-DION